O[Ti](OCC)(OCC)O dihydroxydiethoxytitanium